C=C1CC(=CC(=C1)C)C 1-methylene-3,5-xylene